2-[2,5-difluoro-4-(1H-pyrazol-4-yl)phenyl]-5-(2,2,6,6-tetramethylpiperidin-4-yl)-5H-pyrrolo[2,3-b]pyrazine FC1=C(C=C(C(=C1)C=1C=NNC1)F)C=1N=C2C(=NC1)N(C=C2)C2CC(NC(C2)(C)C)(C)C